FC1=CC=C(C=C1)C1=NN2C(CN(CC2)C(C)=O)=C1C1=CC(=NC=C1)CNC 1-(2-(4-fluorophenyl)-3-(2-((methylamino)methyl)pyridin-4-yl)-4,5,6,7-tetrahydropyrazolo[1,5-a]pyrazin-5-yl)ethan-1-one